FC1=CC=CC=2C(=N[C@@H](C(NC21)=O)NC(=O)C2=C(N=C1N2N=C(C=C1)OC)C1=C(C=NC=C1)F)C1=CC=CC=C1 N-[(3S)-9-fluoro-2-oxo-5-phenyl-1,3-dihydro-1,4-benzodiazepin-3-yl]-2-(3-fluoropyridin-4-yl)-6-methoxyimidazo[1,2-b]pyridazine-3-carboxamide